ClC=1C(=NNC1N)C1=CC=NC=C1 4-chloro-3-(pyridin-4-yl)-1H-pyrazol-5-amine